1-[5-(difluoromethyl)-6-[2-methyl-5-(2,2,2-trifluoroethyl)-1,2,4-triazol-3-yl]-2-pyridyl]-6-methoxy-N-(6-methylpyridazin-3-yl)benzimidazol-5-amine FC(C=1C=CC(=NC1C=1N(N=C(N1)CC(F)(F)F)C)N1C=NC2=C1C=C(C(=C2)NC=2N=NC(=CC2)C)OC)F